O1COCC(C1)CC=1C=C(C=C(C1C)Cl)NC(OC1=CC=CC=C1)=O phenyl (3-((1,3-dioxan-5-yl)methyl)-5-chloro-4-methylphenyl)carbamate